BrC=1C=C(C2=C(N=C(O2)C=2C=C(C=CC2)C2=C(C=C(C=C2)F)C2=NN=CN2C)C1)C(F)(F)F 5-Bromo-2-(4'-fluoro-2'-(4-methyl-4H-1,2,4-triazol-3-yl)-[1,1'-biphenyl]-3-yl)-7-(trifluoromethyl)benzo[d]oxazole